2-chloro-N-[[(2-chloroacetyl)amino]-(3-methoxy-4-phenylmethoxyphenyl)methyl]acetamide ClCC(=O)NC(C1=CC(=C(C=C1)OCC1=CC=CC=C1)OC)NC(CCl)=O